FC([C@]12CN(C[C@@]2(C1)C(=O)NNC(=O)C1CCN(CC1)C(=O)OC(C)(C)C)C1=C2C=CC=NC2=C(C=C1)C(F)(F)F)(F)F tert-butyl 4-(2-((1S,5R)-5-(trifluoromethyl)-3-(8-(trifluoromethyl)quinolin-5-yl)-3-azabicyclo[3.1.0]hexane-1-carbonyl)hydrazine-1-carbonyl)piperidine-1-carboxylate